COC(C1=CC=CC=C1)C1NCCC1 2-(methoxybenzyl)pyrrolidine